pyrazino[1,2-a][1,8]naphthyridine-4-carboxamide N1=CC=C(C=2C=CC=3N(C12)CC=NC3)C(=O)N